O=S1CCC1 1-oxothietan